8-carboxyl-N-o-fluorobenzoyl-1,3,4,9-tetrahydro-beta-carboline C(=O)(O)C=1C=CC=C2C=3CCN(CC3NC12)C(C1=C(C=CC=C1)F)=O